1-(2-(7H-pyrrolo[2,3-d]pyrimidine-4-carbonyl)-2-azaspiro[3.3]heptan-6-yl)-3-(3-cyano-5-(trifluoromethyl)phenyl)-1-methylurea N1=CN=C(C2=C1NC=C2)C(=O)N2CC1(C2)CC(C1)N(C(=O)NC1=CC(=CC(=C1)C(F)(F)F)C#N)C